CC(=CCCC(C)=O)CCCC(CCC=C(C)C)C 6,10,14-trimethylpentadecan-5,13-dien-2-one